3-[2-(3,6-Dimethylquinolin-7-yl)ethynyl]-1-[(3S,5R)-5-(methoxymethyl)-1-(prop-2-enoyl)pyrrolidin-3-yl]-5-(methylamino)pyrazole-4-carboxamide CC=1C=NC2=CC(=C(C=C2C1)C)C#CC1=NN(C(=C1C(=O)N)NC)[C@@H]1CN([C@H](C1)COC)C(C=C)=O